NCC(=O)NC1=C(C=C(C=C1)\C=C\C1=C(C(=CC(=C1)O)OC)CC=C(C)C)OC (E)-2-amino-N-(4-(5-hydroxy-3-methoxy-2-(3-methylbut-2-en-1-yl)styryl)-2-methoxyphenyl)acetamide